9-cyclopropylmethoxy-2-((S)-1-[1,4]dioxan-2-ylmethoxy)-1,7,7-trimethyl-6,7-dihydro-pyrido[2,1-a]isoquinolin-4-one C1(CC1)COC=1C=C2C(CN3C(C2=CC1)=C(C(=CC3=O)OC[C@H]3OCCOC3)C)(C)C